FC=1C=NC=C(C1N1C(N(C=2C=NC=3C=C(C(=CC3C21)C=2C=NN(C2)C)OC)C)=O)OC(F)(F)F 1-[3-Fluoro-5-(trifluoromethoxy)-4-pyridyl]-7-methoxy-3-methyl-8-(1-methyl-1H-pyrazol-4-yl)-1,3-dihydroimidazo-[4,5-c]quinolin-2-one